(11aR,12aS)-2,9,12,12-tetramethyl-11,11a,12,12a-tetrahydro-3H-benzo[5,6][1,2]thiazino[2,3-a]indole 5,5-dioxide CC=1CC=C2[C@H](C([C@@H]3N(C=4C=CC(=CC4C3)C)S2(=O)=O)(C)C)C1